C(C)C1=C(N=CC(=N1)C1=CNC2=C(C=CC=C12)C#N)OC1CNCC1 3-[6-ethyl-5-(pyrrolidin-3-yloxy)pyrazin-2-yl]-1H-indole-7-carbonitrile